(E)-1H-1,3-benzodiazole-5-carboxylate N1C=NC2=C1C=CC(=C2)C(=O)[O-]